tri(trifluoromethylsulfonyl)methyllithium FC(S(=O)(=O)C(S(=O)(=O)C(F)(F)F)(S(=O)(=O)C(F)(F)F)[Li])(F)F